tert-butyl 3-(2-hydroxyethyl)-1-oxo-2-oxa-8-azaspiro[4.5]decane-8-carboxylate OCCC1OC(C2(C1)CCN(CC2)C(=O)OC(C)(C)C)=O